CC1=C(C=C(C(=O)NC=2C=NC=C(C2)C(F)(F)F)C=C1)[C@@H]1CN(CC1)C=1C=NN2C1N=CC=C2 4-methyl-3-[(3R)-1-pyrazolo[1,5-a]pyrimidin-3-ylpyrrolidin-3-yl]-N-[5-(trifluoromethyl)-3-pyridyl]benzamide